O=C1[C@@H](CCC2=C(N1)C=C(C=C2)CN2CCN(CC2)C2=CC=NC=C2)NC(=O)C2=NC=CC(=C2)OC2=CC=CC=C2 |r| (±)-N-(2-oxo-8-((4-(pyridin-4-yl)piperazin-1-yl)methyl)-2,3,4,5-tetrahydro-1H-benzo[b]azepin-3-yl)-4-phenoxypyridine-2-carboxamide